OC(C[N+](C)(C)C)CC([O-])=O (-)-carnitin